3-methoxy-5-methyl-N-[1-[3-(triazol-2-yl)pyrazin-2-yl]ethyl]benzamide COC=1C=C(C(=O)NC(C)C2=NC=CN=C2N2N=CC=N2)C=C(C1)C